2H-thiochromen-2-thione S1C(C=CC2=CC=CC=C12)=S